4-bromo-1-(difluoromethyl)-1H-indazole BrC1=C2C=NN(C2=CC=C1)C(F)F